methyl 3-hydroxy-2,2-dimethylbutyrate OC(C(C(=O)OC)(C)C)C